(S)-2-(cyanomethyl)-4-(2-(((S)-1-methylpyrrolidin-2-yl)methoxy)-7-(5,6,7,8-Tetrahydronaphthalen-1-yl)pyrido[2,3-d]pyrimidin-4-yl)piperazine-1-carboxylate C(#N)C[C@@H]1N(CCN(C1)C=1C2=C(N=C(N1)OC[C@H]1N(CCC1)C)N=C(C=C2)C2=CC=CC=1CCCCC21)C(=O)[O-]